3-(methyl)-2-(1-pyrrolidinyl)-2-cyclopenten-1-one CC1=C(C(CC1)=O)N1CCCC1